(S)-1-amino-2-(1-(tert-butoxycarbonyl)pyrrolidin-2-yl)-4-(4-((4-ethylpyridin-2-yl)carbamoyl)phenyl)-1H-imidazole-5-carboxylic acid NN1C(=NC(=C1C(=O)O)C1=CC=C(C=C1)C(NC1=NC=CC(=C1)CC)=O)[C@H]1N(CCC1)C(=O)OC(C)(C)C